ClC=1C=C(CNC2=NC=C(C=N2)C(=O)OCC)C=C(C1)Cl Ethyl 2-((3,5-dichlorobenzyl)amino)pyrimidine-5-carboxylate